COC=1C(=NC=CC1)C=O 3-methoxypyridine-2-carbaldehyde